C(C)(=O)NNC(=O)C1(CC1)NC(=O)C1=CC(=NN1C1=NC=CC=C1Cl)Br N-(1-(2-acetylhydrazine-1-carbonyl)cyclopropyl)-3-bromo-1-(3-chloropyridin-2-yl)-1H-pyrazole-5-carboxamide